(6-(4-Fluorophenyl)pyrazin-2-yl)(4-methyl-3,4-dihydroquinoxalin-1(2H)-yl)-methanone FC1=CC=C(C=C1)C1=CN=CC(=N1)C(=O)N1CCN(C2=CC=CC=C12)C